ClC=1C=CC(=C(C1)C1=NNC=C1C=1C=C2C=C(C=NC2=CC1)C=1C=NN(C1)CCNC)F 2-[4-[6-[3-(5-chloro-2-fluoro-phenyl)-1H-pyrazol-4-yl]-3-quinolyl]pyrazol-1-yl]-N-methyl-ethanamine